NC1=NC=C(C=C1O[C@H](C)C=1C=C(C=CC1)NC(=O)C=1C=CC2=C(C1)C1(CC1)CO2)C=2C=NN(C2)C (R)-N-(3-(1-((2-amino-5-(1-methyl-1H-pyrazol-4-yl)pyridin-3-yl)oxy)ethyl)phenyl)-2H-spiro[benzofuran-3,1'-cyclopropane]-5-carboxamide